C(C)(C)(C)[Si](OC[C@@H](COCCCCCCCCCCCCCCCCCC)OC(C)C1=CC=CC=C1)(C)C tert-butyldimethyl((2R)-3-(octadecyloxy)-2-(1-phenylethoxy)propoxy)silane